2-chloro-N-(5-chloro-6-cyclopropylpyridin-3-yl)-8,8-dimethyl-7,8-dihydro-6H-cyclopenta[e]pyrazolo[1,5-a]pyrimidine-6-carboxamide ClC1=NN2C(N=CC3=C2C(CC3C(=O)NC=3C=NC(=C(C3)Cl)C3CC3)(C)C)=C1